methyl 3-(4-chloro-3-fluorophenyl)-1-isobutyl-1H-indazole-6-carboxylate ClC1=C(C=C(C=C1)C1=NN(C2=CC(=CC=C12)C(=O)OC)CC(C)C)F